(2R,4R,5R)-2-(tert-butyl)-3-formyl-5-isopropyl-1,3-selenazolidine-4-carboxylic acid methyl ester COC(=O)[C@H]1N([C@H]([Se][C@@H]1C(C)C)C(C)(C)C)C=O